ClC1=CC=C(COC2=NN=C(S2)NC(C2=C(N=CC=C2)N2[C@H](COCC2)C)=O)C=C1 (S)-N-(5-((4-chlorobenzyl)oxy)-1,3,4-thiadiazol-2-yl)-2-(3-methylmorpholino)nicotinamide